CONC(=O)N1CCCC2=CC=CC=C12 N-methoxy-3,4-dihydroquinoline-1(2H)-carboxamide